CC1(C=2C=C(N=CC2C(NC1)=O)C=1C(=NN(C1)C=1C(=CC(=C(C1)NC(C=C)=O)C)F)[N+](=O)[O-])C N-(5-(4-(5,5-dimethyl-8-oxo-5,6,7,8-tetrahydro-2,7-naphthyridin-3-yl)-3-nitro-1H-pyrazol-1-yl)-4-fluoro-2-methylphenyl)acrylamide